C(C=C)N1CCC(CC1)C=O 1-(PROP-2-EN-1-YL)PIPERIDINE-4-CARBALDEHYDE